phenylbis(methyl)silanylbis(2-methyl-4-phenyl-1-indenyl)titanium dichloride [Cl-].[Cl-].C1(=CC=CC=C1)[Si](C)(C)[Ti+2](C1C(=CC2=C(C=CC=C12)C1=CC=CC=C1)C)C1C(=CC2=C(C=CC=C12)C1=CC=CC=C1)C